N-[4-Amino-1-(2-trimethylsilylethoxymethyl)pyrazolo[4,3-c]pyridin-7-yl]-2-oxo-2-[rac-(2R,5S)-2-tert-butyl-5-methyl-1-piperidyl]acetamide NC1=NC=C(C2=C1C=NN2COCC[Si](C)(C)C)NC(C(N2[C@H](CC[C@@H](C2)C)C(C)(C)C)=O)=O |r|